5-hydroxy-2-(trifluoromethoxy)benzaldehyde OC=1C=CC(=C(C=O)C1)OC(F)(F)F